3-(difluoromethyl)-4-fluoro-N-methylbenzamide FC(C=1C=C(C(=O)NC)C=CC1F)F